ethyl 2-(5-chloro-2',6'-difluoro[1,1'-biphenyl]-2-yl)-2-fluorocyclopropane-1-carboxylate ClC=1C=CC(=C(C1)C1=C(C=CC=C1F)F)C1(C(C1)C(=O)OCC)F